(S)-3-fluoro-2-hydroxy-5-(3-(4-(pyrrolidin-1-yl)phenyl)pyrrolidine-1-carbonyl)benzaldehyde FC=1C(=C(C=O)C=C(C1)C(=O)N1C[C@@H](CC1)C1=CC=C(C=C1)N1CCCC1)O